5-vinyl-1,3-bis(ethyl)isophthalic acid C(=C)C=1CC(CC(C(=O)O)(C1)CC)(C(=O)O)CC